C(C=C)(=O)OC(C(C(C(C(C(C(C(F)(F)F)(F)F)(F)F)(F)F)(F)F)(F)F)(F)F)(F)F r-perfluorooctyl acrylate